C1(=CC=C(C=C1)N(C1=CC=2C(C3=CC=CC=C3C2C=C1)(C)C)C1=CC=CC=C1)C1=CC=CC=C1 N-(1,1'-Biphenyl-4-Yl)-9,9-Dimethyl-N-Phenyl-9H-Fluoren-2-Amine